(3,3-dimethyl-1-morpholino-1-oxobutan-2-yl)-3-(triisopropylsilyl)propiolamide CC(C(C(=O)N1CCOCC1)NC(C#C[Si](C(C)C)(C(C)C)C(C)C)=O)(C)C